[Si]([O-])([O-])([O-])[O-].[Sr+2].[Dy+3].ClC=1C=C(C=C(C1)NS(=O)(=O)C)NC(=O)C=1SC=C(C1)C=1C=NC=CC1 N-(3-chloro-5-methanesulfonamidophenyl)-4-(pyridin-3-yl)thiophene-2-carboxamide dysprosium strontium silicate